O1COC2=C1C=CC(=C2)OCC2=C(C(=O)OC)C=C(C=C2)F Methyl 2-[(1,3-benzodioxol-5-yloxy)methyl]-5-fluorobenzoate